C=1SC=C2C(OCCC21)CN (6,7-dihydro-4H-thieno[3,4-c]pyran-4-yl)methanamine